[Si](C)(C)(C(C)(C)C)OC[C@H](C)O (S)-1-((tert-butyldimethylsilyl)oxy)propan-2-ol